(3,4-diaminophenyl)acetic acid methyl ester COC(CC1=CC(=C(C=C1)N)N)=O